7-(4-bromo-3-chloro-benzoyl)-N-[(4-fluorophenyl)methyl]-2-(4-methoxyphenyl)-3-oxo-6,8-dihydro-5H-imidazo[1,5-a]pyrazine-1-carboxamide BrC1=C(C=C(C(=O)N2CC=3N(CC2)C(N(C3C(=O)NCC3=CC=C(C=C3)F)C3=CC=C(C=C3)OC)=O)C=C1)Cl